methyl N-[5-({4-[(2S)-2-{[8-(6-aminopyridin-3-yl)quinazolin-4-yl]amino}propyl]piperazin-1-yl}sulfonyl)-4-methyl-1,3-thiazol-2-yl]carbamate NC1=CC=C(C=N1)C=1C=CC=C2C(=NC=NC12)N[C@H](CN1CCN(CC1)S(=O)(=O)C1=C(N=C(S1)NC(OC)=O)C)C